1-[4-[(R)-amino(4,5-dichloro-2-hydroxyphenyl)methyl]piperidine-1-carbonyl]-3-(hydroxymethyl)azetidin-3-ol N[C@H](C1CCN(CC1)C(=O)N1CC(C1)(O)CO)C1=C(C=C(C(=C1)Cl)Cl)O